2-(2-(cyclopropanesulfonylamino)pyrimidin-4-yl)-N-(5-(6-isopropylpyrazin-2-yl)pyridin-2-yl)-2-methylpropanamide C1(CC1)S(=O)(=O)NC1=NC=CC(=N1)C(C(=O)NC1=NC=C(C=C1)C1=NC(=CN=C1)C(C)C)(C)C